C(CCCCCCC\C=C\CCCCCCCC)(=O)OCCCN(C(C=CC(NCCOCCN(C)C)=O)=O)CCCOC(CCCCCCC\C=C\CCCCCCCC)=O 13-(3-{[(10E)-1-oxooctadec-9-enyl] oxy} propyl)-2-methyl-9,12-dioxo-5-oxa-2,8,13-triazahexadec-10-en-16-yl (10E)-octadec-9-enoate